NC=1C=C(C#N)C=CC1C(C)OC 3-amino-4-(1-methoxyethyl)benzonitrile